OC1=CC=C(C=C1)CCC(C=CC=CC1=CC(=C(C(=C1)OC)O)OC)=O 1-(4-hydroxyphenyl)-7-(3,5-dimethoxy-4-hydroxyphenyl)-4,6-heptadien-3-one